C1(=CC=CC=C1)CCCC(OCC)OC(CCCC1=CC=CC=C1)OCC 2-phenylethyl-1-ethoxyethyl ether